ClC1=CC=C(C=C1)CC(=O)N[C@H](C(=O)O)CCN(CCCCC1=NC=2NCCCC2C=C1)CCOC1=CC=CC=C1 (S)-2-(2-(4-chlorophenyl)acetamido)-4-((2-phenoxyethyl)(4-(5,6,7,8-tetrahydro-1,8-naphthyridin-2-yl)butyl)amino)butanoic acid